5-bromo-2,3-dihydroxy-4-isopropyl-1,2,3,3a,4,8b-hexahydrocyclopenta[b]indole-7-carboxylate BrC1=CC(=CC=2C3C(N(C12)C(C)C)C(C(C3)O)O)C(=O)[O-]